Cl.ClCC=1C=NC=C(C1)C1=NN(C=C1)C 3-(chloromethyl)-5-(1-methyl-1H-pyrazol-3-yl)pyridine hydrochloride